2-(5-fluoro-2-(N-methyl-4-(piperidin-1-yl)-3-(1-(2,2,2-trifluoroethyl)-1H-indazole-3-carboxamido)benzamido)phenyl)acetic acid FC=1C=CC(=C(C1)CC(=O)O)N(C(C1=CC(=C(C=C1)N1CCCCC1)NC(=O)C1=NN(C2=CC=CC=C12)CC(F)(F)F)=O)C